1,6-dihydropyrimidine-4-carboxamide N1C=NC(=CC1)C(=O)N